C(C)[C@@H]1N(C[C@H](N(C1)C(C)C=1C=NC(=CC1F)OC(C)C)CC)C=1C=2C(N(C(C1)=O)C)=CN(N2)CC#N 2-(7-((2S,5R)-2,5-diethyl-4-(1-(4-fluoro-6-isopropoxypyridin-3-yl)ethyl)piperazin-1-yl)-4-methyl-5-oxo-4,5-dihydro-2H-pyrazolo[4,3-b]pyridin-2-yl)acetonitrile